NC1CC(C1)C=1N=NNC1 4-((1S,3S)-3-aminocyclobutyl)-1H-1,2,3-triazol